NC=1C=2N(C(=C(N1)C1=C(C#N)C=CC=C1)C1=NC=NC=C1)N=C(N2)CC=2C=1N(C=CC2)C=CN1 (8-amino-2-(imidazo[1,2-a]pyridin-8-ylmethyl)-5-(pyrimidin-4-yl)-[1,2,4]triazolo[1,5-a]pyrazin-6-yl)benzonitrile